(2S,3R)-2-(3,4-dimethoxyphenyl)-5,7-dimethoxychroman-3-ol COC=1C=C(C=CC1OC)[C@@H]1OC2=CC(=CC(=C2C[C@H]1O)OC)OC